BrC=1C(=NC(=C(C1)F)\N=C/N(C)C)C(=O)OC methyl 3-bromo-6-[(Z)-dimethylaminomethyleneamino]-5-fluoro-pyridine-2-carboxylate